C(C1=CC=CC=C1)OC1=C(C(=C2C[C@@H](N(C2=C1)C(=O)OC(C)(C)C)CN(CC1CC(C1)C(C)C)C(=O)OC(C)(C)C)F)NCC(=O)OC(C)(C)C tert-butyl (2R)-6-(benzyloxy)-2-{[(tert-butoxycarbonyl){[3-(propan-2-yl)cyclobutyl]methyl}amino]methyl}-5-[(2-tert-butoxy-2-oxoethyl)amino]-4-fluoro-2,3-dihydro-1H-indole-1-carboxylate